CC=1C=C(C=CC1)N(C1=CC(=CC=C1)C)C1=CC(=CC(=C1)N(C1=CC(=CC=C1)C)C1=CC(=CC=C1)C)N(C1=CC(=CC=C1)C)C1=CC(=CC=C1)C 1,3,5-tris[N,N-bis(3-methylphenyl)-amino]Benzene